C1=CC=C(C=2C3=CC=CC=C3NC12)OC[C@@H](CNCCOC1=C(C=CC=C1)OC)O |r| (±)-[3-(9H-carbazol-4-yloxy)-2-hydroxypropyl][2-(2-methoxyphenoxy)ethyl]amine